CC1(CCC(CC1)C(=O)N)C(=O)N 1-methylcyclohexane-1,4-dicarboxamide